N-[(1R)-1-[4-methoxy-3-(2-morpholinoethoxy)phenyl]ethyl]-2-methyl-5-(4-methylpiperazin-1-yl)benzamide COC1=C(C=C(C=C1)[C@@H](C)NC(C1=C(C=CC(=C1)N1CCN(CC1)C)C)=O)OCCN1CCOCC1